8-chloro-1,3-dimethyl-1H-purine-2,6(3H,7H)-dione ClC1=NC=2N(C(N(C(C2N1)=O)C)=O)C